N-(benzylsulfonyl)-2-((S)-3-((S)-sec-butyl)-7-chloro-2-oxo-5-phenyl-2,3-dihydro-1H-benzo[e][1,4]diazepin-1-yl)acetamide C(C1=CC=CC=C1)S(=O)(=O)NC(CN1C([C@@H](N=C(C2=C1C=CC(=C2)Cl)C2=CC=CC=C2)[C@@H](C)CC)=O)=O